methyltritetradecyl-ammonium C[N+](CCCCCCCCCCCCCC)(CCCCCCCCCCCCCC)CCCCCCCCCCCCCC